4-[6-tert-butoxy-4-[(3R)-3-methylmorpholin-4-yl]-2-pyridinyl]-N,N-dimethyl-3-(trifluoromethyl)benzenesulfonamide C(C)(C)(C)OC1=CC(=CC(=N1)C1=C(C=C(C=C1)S(=O)(=O)N(C)C)C(F)(F)F)N1[C@@H](COCC1)C